C(N)(=N)OC(CCCN)=O guanyl-gamma-aminobutyrate